C(C)(=O)N1C[C@H]([C@@H](C1)F)OC=1N=CC(=NC1C)C1=CNC2=C(C=CC=C12)C#N 3-(5-[[(3R,4R)-1-acetyl-4-fluoropyrrolidin-3-yl]oxy]-6-methylpyrazin-2-yl)-1H-indole-7-carbonitrile